tert-butyl N-[(3R)-1'-[1-(oxan-2-yl)-3-(1,2,3,4-tetrahydro-1,5-naphthyridin-1-yl)-1H-pyrazolo[3,4-b]pyrazin-6-yl]-3H-spiro[1-benzofuran-2,4'-piperidin]-3-yl]carbamate O1C(CCCC1)N1N=C(C=2C1=NC(=CN2)N2CCC1(CC2)OC2=C([C@H]1NC(OC(C)(C)C)=O)C=CC=C2)N2CCCC1=NC=CC=C21